1,3,2-dioxathiolane-4-methanol 2-oxide O1S(OC(C1)CO)=O